C(C=C)(=O)C(N(C)C)CS(=O)(=O)O.C(C=C)(=O)N acrylamide acryloyldimethyl-taurate